OC(CN(CCCCC(=O)OCCN1CCN(CC1)CCSSCCCCN(CC(CCCCCCC(=O)OCCCC)O)CC(CCCCCCC(=O)OCCCC)O)CC(CCCCCCC(OCCC(C)C)=O)O)CCCCCCC(=O)OCCC(C)C Dibutyl 9,9'-((4-((2-(4-(2-((5-(bis(2-hydroxy-9-(isopentyloxy)-9-oxononyl)amino)-pentanoyl)oxy)ethyl)piperazin-1-yl)ethyl)disulfaneyl)butyl)azanediyl)bis(8-hydroxynonanoate)